methyl (R)-2-(1-(6-(5-(((5-cyclopropyl-1,2,4-triazin-3-yl)amino)methyl)-1-methyl-1H-1,2,3-triazol-4-yl)-2-ethylpyridin-3-yl)-5,5-difluoropiperidin-3-yl)acetate C1(CC1)C=1N=C(N=NC1)NCC1=C(N=NN1C)C1=CC=C(C(=N1)CC)N1C[C@@H](CC(C1)(F)F)CC(=O)OC